CN1[C@H]2CN([C@@H](C1)C2)CCN2C1=CC=C(C=C1SC=1C=C(C=CC21)C2=C1C(=NC=C2)N(N=C1)C1OCCCC1)C1=C2C(=NC=C1)N(N=C2)C2OCCCC2 10-(2-((1R,4R)-5-methyl-2,5-diazabicyclo[2.2.1]heptan-2-yl)ethyl)-3,7-bis(1-(tetrahydro-2H-pyran-2-yl)-1H-pyrazolo[3,4-b]pyridin-4-yl)-10H-phenothiazine